CSC=1C(=CC=C2C=CC=NC12)B(O)O (8-(methylthio)quinolin-7-yl)boronic acid